2-(benzyl-(phenyl)amino)-3,5-dihydro-4H-imidazol-4-one C(C1=CC=CC=C1)N(C1=NCC(N1)=O)C1=CC=CC=C1